5-[(2-chloro-5-fluorophenyl)carbonyl]-6-{[(2,4-dimethoxyphenyl)methyl]amino}-2-methyl-2,3-dihydro-1H-isoindole-4-carbonitrile ClC1=C(C=C(C=C1)F)C(=O)C1=C(C=2CN(CC2C=C1NCC1=C(C=C(C=C1)OC)OC)C)C#N